(E)-3-(2-(3-(2-((1,5-dimethyl-1H-pyrazol-3-yl)amino)-5-methylpyrimidin-4-yl)-1H-indol-7-yl)-1-oxoisoindolin-4-yl)-N,N-dimethylacrylamide CN1N=C(C=C1C)NC1=NC=C(C(=N1)C1=CNC2=C(C=CC=C12)N1C(C2=CC=CC(=C2C1)/C=C/C(=O)N(C)C)=O)C